C(C)(C)(C)OC(=O)N1C(N([C@@H](C1)C(N(C)C1=C(C(=C(C=C1)C)Cl)F)=O)C1=NC2=C(C(=C1)C1CC1)N=CS2)=O (4S)-4-[N-(3-chloro-2-fluoro-4-methylphenyl)-N-methylcarbamoyl]-3-(7-cyclopropyl-(1,3-thiazolo[4,5-e]pyridin-5-yl))-2-oxoimidazolidinecarboxylic acid tert-butyl ester